N-((S)-2-((5-((R)-1-(5-chloro-2-carbonylpyridin-1(2H)-yl)-2-morpholinoethyl)thiazol-2-yl)amino)-1-((1r,4S)-4-methylcyclohexyl)-2-carbonylethyl)-1-(ethyl-d5)-1H-pyrazole-5-carboxamide ClC=1C=CC(N(C1)[C@H](CN1CCOCC1)C1=CN=C(S1)NC([C@H](C1CCC(CC1)C)NC(=O)C1=CC=NN1C(C([2H])([2H])[2H])([2H])[2H])=C=O)=C=O